N-(6-(7-(1-(2-(2,6-dioxopiperidin-3-yl)-1,3-dioxoisoindolin-4-yl)piperidin-4-yl)heptyl)-2-((S)-1-(3-ethoxy-4-methoxyphenyl)-2-(methylsulfonyl)ethyl)-1,3-dioxoisoindolin-4-yl)acetamide O=C1NC(CCC1N1C(C2=CC=CC(=C2C1=O)N1CCC(CC1)CCCCCCCC1=CC(=C2C(N(C(C2=C1)=O)[C@H](CS(=O)(=O)C)C1=CC(=C(C=C1)OC)OCC)=O)NC(C)=O)=O)=O